[Si](C1=CC=CC=C1)(C1=CC=CC=C1)(C(C)(C)C)OC1CC(C(C1)O)N1CC2=CC=CC=C2CC1 4-((tert-butyldiphenylsilyl)oxy)-2-(3,4-dihydroisoquinolin-2(1H)-yl)cyclopentanol